FC1=C(C(=CC=C1)F)C1=NC(=C2N1C=CNC2=O)NC2=CC=C(C=C2)C(=O)N2CCN(CC2)C 3-(2,6-difluorophenyl)-1-((4-(4-methylpiperazine-1-carbonyl)phenyl)amino)imidazo[1,5-a]pyrazin-8(7H)-one